1-methyl-2-imidazolidinethione CN1C(NCC1)=S